FC=1C=2CCC2C(=C2CCC12)NC(=O)N=[S@](=O)(N)C=1C=NN2C1OC(C2)(C)C (R)-N'-((7-fluorotricyclo[6.2.0.03,6]deca-1,3(6),7-trien-2-yl)carbamoyl)-2,2-dimethyl-2,3-dihydropyrazolo[5,1-b]oxazole-7-sulfonimidamide